FC=1C=C(C=C(C1)F)C1=NO[C@](C1)(C(=O)O)C=C (5S)-3-(3,5-difluorophenyl)-5-vinyl-4H-isoxazole-5-carboxylic acid